FC(C1=CN=C2N1C=C(C=C2)C2=CNC=1N=C(N=CC12)N[C@H](C(F)(F)F)C)F (S)-5-(3-(difluoromethyl)imidazo[1,2-a]pyridin-6-yl)-N-(1,1,1-trifluoropropan-2-yl)-7H-pyrrolo[2,3-d]pyrimidin-2-amine